C=CCC(\C=C\C)OC1=C(C(=C(C(=O)OC)C(=C1)C)O)C (E)-methyl 4-(hept-1,5-dien-4-yloxy)-2-hydroxy-3,6-dimethylbenzoate